(2-((tert-butyldimethylsilyl)oxy)ethyl)-7-chloro-8-fluoro-2-(((2R,7aS)-2-fluorotetrahydro-1H-pyrrolizin-7a(5H)-yl)methoxy)-5-methoxypyrido[4,3-d]pyrimidin-4-amine [Si](C)(C)(C(C)(C)C)OCCNC=1C2=C(N=C(N1)OC[C@]13CCCN3C[C@@H](C1)F)C(=C(N=C2OC)Cl)F